CN1N=C(N=C1NC1=CC=CC=C1)CCCC1=CC=CC=C1 1-Methyl-N-phenyl-3-(3-phenylpropyl)-1H-1,2,4-triazol-5-amine